4-benzoyl-3-hydroxyfuran-2(5H)-one-d tert-Butyl-N-[(3R)-1-ethylazepan-3-yl]carbamate C(C)(C)(C)OC(N[C@H]1CN(CCCC1)CC)=O.C(C1=CC=CC=C1)(=O)C1=C(C(OC1[2H])=O)O